benzilic acid C(C(O)(C1=CC=CC=C1)C1=CC=CC=C1)(=O)O